ClC1=CC=C2C=CN=C(C2=C1)NCCC1=CC=CC=C1 7-Chloro-N-phenethylisoquinolin-1-amine